5-(3-fluoro-4-((4-methylpyrimidin-2-yl)oxy)phenyl)-6-(6-(3-methoxyprop-1-yn-1-yl)-4-methylpyridin-3-yl)-4,7-dimethyl-7H-pyrrolo[2,3-d]pyrimidine FC=1C=C(C=CC1OC1=NC=CC(=N1)C)C1=C(N(C=2N=CN=C(C21)C)C)C=2C=NC(=CC2C)C#CCOC